tert-butyl 7-{[2-(morpholin-4-yl) pyridin-4-yl] amino}-1,2,3,4-tetrahydro-2,6-naphthyridine-2-carboxylate N1(CCOCC1)C1=NC=CC(=C1)NC1=NC=C2CCN(CC2=C1)C(=O)OC(C)(C)C